5-((2-(azetidin-1-ylmethyl)-6-fluorobenzyl)amino)-4-methyl-N-(thiazol-4-yl)pyridine-2-sulfonamide formate salt C(=O)O.N1(CCC1)CC1=C(CNC=2C(=CC(=NC2)S(=O)(=O)NC=2N=CSC2)C)C(=CC=C1)F